C(C)(CC)C1=C(C(=C(CN2CN(CN(C2)CC2=C(C(=C(C=C2C)C(C)CC)O)C)CC2=C(C(=C(C=C2C)C(C)CC)O)C)C(=C1)C)C)O 1,3,5-Tris(4-s-butyl-3-hydroxy-2,6-dimethylbenzyl)-1,3,5-triazine